dodecyl-trimethylammonium bromide [Br-].C(CCCCCCCCCCC)[N+](C)(C)C